dodecane-9-ene CCCCCCCCC=CCC